BrC=1N=C(N(C1)C(=O)OC(C)(C)C)C tert-butyl 4-bromo-2-methyl-1H-imidazole-1-carboxylate